1-(4-((oxetan-3-yloxy)methyl)phenyl)ethan-1-ol O1CC(C1)OCC1=CC=C(C=C1)C(C)O